[C@H]12N(C[C@H](NC1)C2)C=2C1=CN(N=C1C=CC2NC(=O)C2=[N+](C(=CC=C2)C2=C(C=CC=C2OC)F)[O-])C 2-((4-((1R,4R)-2,5-diazabicyclo[2.2.1]heptan-2-yl)-2-methyl-2H-indazol-5-yl)carbamoyl)-6-(2-fluoro-6-methoxyphenyl)pyridine 1-oxide